FC1=CC=CC=2C(=N[C@@H](C(NC21)=O)NC(=O)C=2C(=NN1C2O[C@@H](CC1)COC)C1=C(C=CC=C1)F)C1=CC=CC=C1 |o1:22| (5S*)-N-[(3S)-9-fluoro-2-oxo-5-phenyl-1,3-dihydro-1,4-benzodiazepin-3-yl]-2-(2-fluorophenyl)-5-(methoxymethyl)-6,7-dihydro-5H-pyrazolo[5,1-b][1,3]oxazine-3-carboxamide